CCCN(CC)C(CC)C(=O)NC1=C(C=CC=C1C)C The molecule is an amino acid amide in which 2-[ethyl(propyl)amino]butanoic acid and 2,6-dimethylaniline have combined to form the amide bond. Used as a local anaesthetic (amide caine), it has rapid onset and long action properties, similar to bupivacaine, and is given by injection during surgical procedures and during labour and delivery. It has a role as a local anaesthetic.